1-Sila-Azacyclopentan [SiH2]1NCCC1